FC1=C(C(=C2C=CNC2=C1F)SC)OC=1C=CC(=C(C1)C1=NN(C=C1)C1(CCOC2=C(C=CC=C12)CCC(=O)O)C)F 3-[4-[3-[5-[(6,7-Difluoro-4-methylsulfanyl-1H-indol-5-yl)oxy]-2-fluoro-phenyl]pyrazol-1-yl]-4-methyl-chroman-8-yl]propanoic acid